Methyl 4-[3-[2,6-dichloro-4-(5,8-dioxa-2-azaspiro[3.4]octan-2-yl)benzoyl]-2,4-dihydro-1,3-benzoxazin-8-yl]-5-fluoro-2-(3-oxa-8-azabicyclo[3.2.1]octan-8-yl)benzoate ClC1=C(C(=O)N2COC3=C(C2)C=CC=C3C3=CC(=C(C(=O)OC)C=C3F)N3C2COCC3CC2)C(=CC(=C1)N1CC2(C1)OCCO2)Cl